C(C)(=O)OC[C@H](NC(=O)C=1N=C(SC1)C1=CC=C(C=C1)NC(=O)OC(C)(C)C)C(=O)N[C@@H]([C@@H](O[Si](C1=CC=CC=C1)(C1=CC=CC=C1)C(C)(C)C)C)C(=O)OC methyl N-(O-acetyl-N-(2-(4-((tert-butoxycarbonyl)amino)phenyl)thiazole-4-carbonyl)seryl)-O-(tert-butyldiphenylsilyl)-L-allothreoninate